C(#N)C1=CC=2N(N=C1)C(=CC2)C2=CC(=C(C=N2)C2=NN=C(S2)N2C[C@H]1CC[C@@H](C2)C1NC(C)=O)NC(C)C N-((1R,5S,8r)-3-(5-(6-(3-cyanopyrrolo[1,2-b]pyridazin-7-yl)-4-(isopropylamino)pyridin-3-yl)-1,3,4-thiadiazol-2-yl)-3-azabicyclo[3.2.1]octan-8-yl)acetamide